OCC1=CC=CC=2N(C=NC21)C(=O)OC(C)(C)C tert-butyl 4-(hydroxymethyl)-1H-benzo[d]imidazole-1-carboxylate